C(#N)C1=C(OC=2C=C3C(=C(C=NC3=CC2)[C@H]2COC3(C2)CCN(CC3)C(=O)OC(C)(C)C)OC)C(=CC=C1NS(N(C)CC)(=O)=O)F tert-butyl (3S)-3-[6-[2-cyano-3-[[ethyl(methyl)sulfamoyl]amino]-6-fluoro-phenoxy]-4-methoxy-3-quinolyl]-1-oxa-8-azaspiro[4.5]decane-8-carboxylate